6-(3-fluoro-1H-indol-6-yl)-5-methyl-N-[(3R)-1-methyl-3-piperidinyl]pyridazin-3-amine FC1=CNC2=CC(=CC=C12)C1=C(C=C(N=N1)N[C@H]1CN(CCC1)C)C